C(C)OC1=NC=CC(=C1)C1(CC(C1)OC1=NC=C(C=C1)C1=CC(=NO1)OCOC)F 2-ethoxy-4-[cis-1-fluoro-3-({5-[3-(methoxymethoxy)isoxazol-5-yl]pyridin-2-yl}-oxy)cyclobutyl]pyridine